C(C)(C)C1=CC=C(C=N1)CO (6-isopropylpyridin-3-yl)methanol